C(C)(C)C1=CC=C(C(=N1)OC)C1=CN=C2SC(=NN21)N2CCC(CC2)N2CCS(CC2)(=O)=O 4-(1-(5-(6-isopropyl-2-methoxypyridin-3-yl)imidazo[2,1-b][1,3,4]thiadiazol-2-yl)piperidin-4-yl)thiomorpholin 1,1-dioxide